CC1=C(SC=C1)C(CCCO)(O)C=1SC=CC1C 1,1-bis(3-methyl-2-thienyl)-1,4-butanediol